Cl.ClC1=CC=C(C=C1)NC1N(C(=NC(=N1)N)N1CCCC1)C1=CC=C(C=C1)OCC N-(4-Chlorophenyl)-N1-(4-ethoxyphenyl)-6-pyrrolidin-1-yl-[1,3,5]triazine-2,4-diamine hydrochloride